{9-[{2-fluorophenyl}methyl]-5-carbamoylcarbazol-4-yl}oxyacetic acid FC1=C(C=CC=C1)CN1C2=CC=CC(=C2C=2C(=CC=CC12)OCC(=O)O)C(N)=O